CS(=O)(=NCC1=CC=C(C=C1)C)C1=C(N=C2N1C=C(C=C2)C2=NOC(=N2)C(F)(F)F)C methyl(2-methyl-6-(5-(trifluoromethyl)-1,2,4-oxadiazol-3-yl)imidazo[1,2-a]pyridin-3-yl)((4-methylbenzyl)imino)-λ6-sulfanone